1-fluoro-N-(6-(1-methyl-1H-benzo[d]imidazol-6-yl)imidazo[1,2-a]pyridin-2-yl)cyclopropane-1-carboxamide FC1(CC1)C(=O)NC=1N=C2N(C=C(C=C2)C=2C=CC3=C(N(C=N3)C)C2)C1